FC1=C(C=CC=C1)C1=CC=C(N=N1)CN1C(C(N(CC1)C1CC(C1)=O)=O)=O 1-((6-(2-fluorophenyl)pyridazin-3-yl)methyl)-4-(3-oxocyclobutyl)piperazine-2,3-dione